O=C1CC(N(C1)C(=O)OC(C)(C)C)C(=O)OC 1-(t-butyl) 2-methyl 4-oxopyrrolidin-1,2-dicarboxylate